N-[(1S)-1-[[(1S)-2-amino-1-[(1-methylimidazol-4-yl)methyl]-2-oxo-ethyl]carbamoyl]-3-methyl-butyl]-4-methoxy-1H-indole-2-carboxamide NC([C@H](CC=1N=CN(C1)C)NC(=O)[C@H](CC(C)C)NC(=O)C=1NC2=CC=CC(=C2C1)OC)=O